C(C)(C)(C)[Si](C1=CC=CC=C1)(C1=CC=CC=C1)OC(=C)C(F)F tert-butyl-((3,3-difluoropropan-1-en-2-yl)oxy)diphenylsilane